C(C)C1=CC2=C(C(C=3NC4=CC(=CC=C4C3C2=O)C#N)(C)C)C=C1N1CCC(CC1)N1CCOCC1 9-ethyl-6,11-dihydro-6,6-dimethyl-8-[4-(4-morpholinyl)-1-piperidinyl]-11-oxo-5H-benzo[b]carbazole-3-carbonitrile